3,5-dimethyl-1-(3-(4,4,5,5-tetramethyl-1,3,2-dioxaborolan-2-yl)phenyl)-1H-pyrazole CC1=NN(C(=C1)C)C1=CC(=CC=C1)B1OC(C(O1)(C)C)(C)C